6-((3R,5S)-3,5-dimethylpiperidin-1-yl)-3-(3-methyl-1H-indazol-5-yl)imidazo[1,2-b]pyridazine C[C@H]1CN(C[C@H](C1)C)C=1C=CC=2N(N1)C(=CN2)C=2C=C1C(=NNC1=CC2)C